C(#N)CCCOC1=CC=C(C=C1)C1=CC=C(C=C1)C(C)(C)NC(OC1CN2CCC1CC2)=O Quinuclidin-3-yl (2-(4'-(3-cyanopropoxy)-[1,1'-biphenyl]-4-yl)propan-2-yl)carbamate